2-[[1-(2-hydroxycyclobutyl)piperidin-4-yl]methyl]-6-pyrazol-1-yl-pyridazin-3-one OC1C(CC1)N1CCC(CC1)CN1N=C(C=CC1=O)N1N=CC=C1